lithium (m-tolyl) borate B(OC=1C=C(C=CC1)C)([O-])[O-].[Li+].[Li+]